ClC=1C(=NC(=C(C1)C#N)N1C[C@H](C([C@H](C1)C)(F)F)C)NC=1C=C2C=C(C(N(C2=CC1)CC1OCC1)=O)OCC(=O)OC Methyl 2-((6-((3-chloro-5-cyano-6-((3R,5S)-4,4-difluoro-3,5-dimethylpiperidin-1-yl)pyridin-2-yl)amino)-1-(oxetan-2-ylmethyl)-2-oxo-1,2-dihydroquinolin-3-yl)oxy)acetate